(R)-N-(4-(hexahydropyrazino[2,1-c][1,4]oxazin-8(1H)-yl)phenyl)-4-((8-methyl-2,3-dihydro-1H-pyrido[2,3-b][1,4]oxazin-7-yl)amino)-2-oxo-1,2-dihydropyridine-3-carboxamide C1OCCN2[C@@H]1CN(CC2)C2=CC=C(C=C2)NC(=O)C=2C(NC=CC2NC2=C(C1=C(OCCN1)N=C2)C)=O